4-(5-(trifluoromethyl)pyrazin-2-yl)-5,6-dihydropyridin-2(1H)-one FC(C=1N=CC(=NC1)C1=CC(NCC1)=O)(F)F